(S)-N-(5-(2-(2-aminopyridin-3-yl)-5-(1-methyl-1H-pyrazol-3-yl)-3H-imidazo[4,5-b]pyridin-3-yl)-2,3-dihydro-1H-inden-1-yl)-3-formyl-4-hydroxybenzamide NC1=NC=CC=C1C1=NC=2C(=NC(=CC2)C2=NN(C=C2)C)N1C=1C=C2CC[C@@H](C2=CC1)NC(C1=CC(=C(C=C1)O)C=O)=O